NC1=C(C=CC(=C1)C(C)(C)C)NC(C)=O N-(2-amino-4-(tert-butyl)phenyl)acetamide